COCC(CC(=O)OC)=O methyl 4-methoxy-3-oxo-butanoate